2-[6-[[3-(trifluoromethyl)-1,2,4-thiadiazol-5-yl]methyl]-2-azaspiro[3.3]heptane-2-carbonyl]-2,5-diazaspiro[3.4]octan-6-one FC(C1=NSC(=N1)CC1CC2(CN(C2)C(=O)N2CC3(C2)NC(CC3)=O)C1)(F)F